dimethyl-(cyclohexyl)(phenyl)methylene(cyclopentadienyl)(fluorenyl)hafnium C[Hf](C1=CC=CC=2C3=CC=CC=C3CC12)(C1C=CC=C1)(=C(C1=CC=CC=C1)C1CCCCC1)C